E-4-(piperidin-1-yl)but-2-enoic acid hydrochloride Cl.N1(CCCCC1)C/C=C/C(=O)O